NC1=C(C(=C(S1)C(=O)NC1=C(C=C(C=C1)C)C)C)C(CO)=O 5-amino-N-(2,4-dimethylphenyl)-4-(hydroxyacetyl)-3-methylthiophene-2-carboxamide